ClC1=C(C(=CC(=C1)NC(C(COC)C1=CC=C(C=C1)S(=O)(=O)C)=O)Cl)C1=CC=C(C=C1)S(=O)(=O)CC N-(2,6-dichloro-4'-(ethylsulfonyl)-[1,1'-biphenyl]-4-yl)-3-methoxy-2-(4-(methylsulfonyl)phenyl)propanamide